CN(CCCNC(C(=O)NCCCN(C)C)=O)C N,N'-bis(3-dimethylaminopropyl)-oxalamide